BrC1=CC(=CC=C1)S(=O)(=O)C(F)(F)F 1-bromo-3-(trifluorometh-ylsulfonyl)-benzene